CN(C)CC1=CC=C(N)C=C1 4-[(dimethylamino)methyl]aniline